9,9-dimethyl-8-oxo-2-azaspiro[4.4]non-6-ene-7-carbonitrile CC1(C(C(=CC12CCNC2)C#N)=O)C